(3R,4S)-4-phenyl-3-{[(1-methylpiperidin-4-yl)methyl]carbamoyl}pyrrolidine-1-carboxylic acid tert-butyl ester C(C)(C)(C)OC(=O)N1C[C@@H]([C@H](C1)C1=CC=CC=C1)C(NCC1CCN(CC1)C)=O